CC=1C=NSC1N1CC=2N=C(N=CC2CC1)NC1=NN2CC(N(CCC2=C1)C(C)C)=O 2-{[7-(4-methyl-1,2-thiazol-5-yl)-5H,6H,7H,8H-pyrido[3,4-d]pyrimidin-2-yl]amino}-6-(propan-2-yl)-4H,5H,6H,7H,8H-pyrazolo[1,5-d][1,4]diazepin-7-one